[(6R,12R)-6-Benzyloxy-12-methyl-6,15-bis(trifluoromethyl)-13,19-dioxa-3,4,18-triazatricyclo[12.3.1.12,5]nonadeca-1(18),2,4,9,14,16-hexaen-17-yl]methanol C(C1=CC=CC=C1)O[C@]1(C2=NN=C(C=3C(=CC(=C(O[C@@H](CC=CCC1)C)N3)C(F)(F)F)CO)O2)C(F)(F)F